C(C)(C)(C)OC(=O)NC[C@H](OC1=NC(=NC(=C1)C1=C(C=CC=C1C)C)NS(=O)(=O)C=1C=C(C(=O)O)C=CC1)C1=CC=CC=C1 3-[[4-[(1R)-2-(tert-Butoxycarbonylamino)-1-phenyl-ethoxy]-6-(2,6-dimethylphenyl)pyrimidin-2-yl]sulfamoyl]benzoic acid